FC1=CC=C(N(C1=O)CCCCCO)C#N 5-fluoro-1-(5-hydroxypentyl)-6-oxo-pyridine-2-carbonitrile